alpha-D-lyxose O[C@@H]1[C@@H](O)[C@@H](O)[C@H](O)CO1